NC1=C2N=CN(C2=NC=N1)C[C@H](OCP(=O)(OC1=CC=CC=C1)N[C@H](C(=O)OC(C)C)C)C isopropyl (2S)-2-[[[(1R)-2-(6-aminopurin-9-yl)-1-methyl-ethoxy]methyl-phenoxy-phosphoryl]amino]propanoate